benzyl (3S,4S,7S)-3-(((benzyloxy)carbonyl)amino)-4,7-dimethyl-2,3,4,7-tetrahydro-1H-azepine-1-carboxylate C(C1=CC=CC=C1)OC(=O)N[C@@H]1CN([C@H](C=C[C@@H]1C)C)C(=O)OCC1=CC=CC=C1